C1(CC1)C(NC(=O)[C@H]1N(C[C@@H](C1)O)C([C@H](C(C)(C)C)N1N=NC(=C1)C1CC1)=O)C=1SC=C(N1)C (2S,4r)-N-[cyclopropyl-(4-methylthiazol-2-yl)methyl]-1-[(2S)-2-(4-cyclopropyltriazol-1-yl)-3,3-dimethyl-butyryl]-4-hydroxy-pyrrolidine-2-carboxamide